FC1=CC=C(C=C1)C=1N=CN(C1C=1SC=C(N1)C(=O)NC1=CC=C2CCN(CC2=C1)C)C(C)C 2-(4-(4-fluorophenyl)-1-isopropyl-1H-imidazol-5-yl)-N-(2-methyl-1,2,3,4-tetrahydroisoquinolin-7-yl)thiazole-4-carboxamide